2-amino-3-(4-hydroxyphenyl)-2-methylpropionic acid NC(C(=O)O)(CC1=CC=C(C=C1)O)C